C(CCCCC)N1C(=NC2=C1C=CC=C2)C2=CC=NC=C2 1-Hexyl-2-(pyridin-4-yl)-1H-benzimidazole